(2S,3R,4S,5R)-5-[2-amino-6-(methylamino)purin-9-yl]-4-chloro-2,4-difluoro-2-(hydroxymethyl)oxolan-3-ol NC1=NC(=C2N=CN(C2=N1)[C@H]1[C@@]([C@@H]([C@](O1)(CO)F)O)(F)Cl)NC